[5-fluoro-3-methyl-2-OXO-3-[(3R)-3-[(5-bromo-2-pyridyl)amino]-1-piperidyl]indolin-7-yl]carbamate FC=1C=C2C(C(NC2=C(C1)NC([O-])=O)=O)(N1C[C@@H](CCC1)NC1=NC=C(C=C1)Br)C